(tert-butoxycarbonyl)(N-methylpropionamide) C(C)(C)(C)OC(=O)C(C(=O)NC)C